7-(4-fluorobenzyl)-1-(3-hydroxypropyl)-8-(4-methoxyphenyl)-3-methyl-1H-purine-2,6(3H,7H)-dione FC1=CC=C(CN2C(=NC=3N(C(N(C(C23)=O)CCCO)=O)C)C2=CC=C(C=C2)OC)C=C1